NC1=NC=C2N(C(N(C2=N1)[C@@H]1O[C@@H](C[C@H]1O)CO)=O)CC=1C=NC=CC1 2-amino-9-((2R,3R,5S)-3-hydroxy-5-(hydroxymethyl)tetrahydrofuran-2-yl)-7-(pyridin-3-ylmethyl)-7,9-dihydro-8H-purin-8-one